(E)-3-(8-(2-(3,3-difluoroazetidin-1-yl)-2-oxoethyl)-3-(p-tolyl)-1,4,8-triazaspiro[4.5]decan-1,3-dien-2-yl)-N-(quinolin-3-yl)acrylamide FC1(CN(C1)C(CN1CCC2(N=C(C(=N2)/C=C/C(=O)NC=2C=NC3=CC=CC=C3C2)C2=CC=C(C=C2)C)CC1)=O)F